CC=1N=C(SC1C(=O)C1=CC=CC=C1)N(C1=CC=CC=C1)C {4-methyl-2-[methyl(phenyl)amino]-1,3-thiazol-5-yl}(phenyl)methanone